3-bromo-2-(bromomethyl)pyridine BrC=1C(=NC=CC1)CBr